(9H-fluoren-9-yl)methyl ((S)-3-methyl-1-oxo-1-(((S)-1-oxo-1-((4-(4,4,5,5-tetramethyl-1,3,2-dioxaborolan-2-yl)phenyl)amino)propan-2-yl)amino)butan-2-yl)carbamate CC([C@@H](C(N[C@H](C(NC1=CC=C(C=C1)B1OC(C(O1)(C)C)(C)C)=O)C)=O)NC(OCC1C2=CC=CC=C2C=2C=CC=CC12)=O)C